C(C)(C)(C)[S@@](=O)\N=C\1/C2=NC=CC=C2CC12CCN(CC2)C(=O)OC(C)(C)C (R,Z)-tert-butyl 7-((tert-butylsulfinyl)imino)-5,7-dihydrospiro[cyclopenta[b]pyridine-6,4'-piperidine]-1'-carboxylate